N-((1R,2R)-2-hydroxy-2,3-dihydro-1H-inden-1-yl)-2-(6-methylpyridin-3-yl)benzo[d]thiazole-6-carboxamide O[C@H]1[C@@H](C2=CC=CC=C2C1)NC(=O)C1=CC2=C(N=C(S2)C=2C=NC(=CC2)C)C=C1